methyl-4-(4-methylpiperazin-1-yl)piperidin CN1CCC(CC1)N1CCN(CC1)C